(1R,5S)-3-oxa-6-azabicyclo[3.1.1]heptane hydrogen chloride Cl.[C@@H]12COC[C@@H](N1)C2